ClC=1C=CC(=C(C1)C1=CC(=C(N=N1)C)NC1=CC(=NC=C1)NC(CC1CCN(CC1)C)=O)F N-(4-{[6-(5-Chloro-2-Fluorophenyl)-3-Methylpyridazin-4-yl]Amino}Pyridin-2-yl)-2-(1-Methylpiperidin-4-yl)Acetamid